C(C)OC(=O)C=1C[C@@H]2[C@@H](N2C(C)(C)C)[C@@H](C1)OC(CC)CC (1aR,5aR,5R)-1-(2-methylpropan-2-yl)-5-(1-ethylpropoxy)-1a,2,5,5a-tetrahydrobenzo[1,2]aziridine-3-carboxylic acid Ethyl ester